1-(4-(1,4-dimethyl-1H-pyrazol-5-yl)-5-fluoropyrimidin-2-yl)-N-methyl-N-(thiazol-2-ylmethyl)piperidine-4-carboxamide CN1N=CC(=C1C1=NC(=NC=C1F)N1CCC(CC1)C(=O)N(CC=1SC=CN1)C)C